2-[6-[3-(1,1-Difluoroethyl)-4-fluoro-phenyl]pyrazolo[3,4-b]pyrazin-1-yl]-N,N-dimethyl-acetamide FC(C)(F)C=1C=C(C=CC1F)C1=CN=C2C(=N1)N(N=C2)CC(=O)N(C)C